4-bromo-6-(difluoromethoxy)-N,3-dimethyl-2-nitroaniline BrC1=C(C(=C(NC)C(=C1)OC(F)F)[N+](=O)[O-])C